C(C)SC=1C(=C(C=C(C1[N+](=O)[O-])F)N1CC2=CC=C(C=C2CC1)F)F 2-(3-(Ethylsulfanyl)-2,5-difluoro-4-nitrophenyl)-6-fluoro-1,2,3,4-tetrahydroisoquinoline